1-((8-((3-bromo-2-chlorophenyl)amino)-1,7-naphthyridin-3-yl)methyl)pyrrolidin-3-ol BrC=1C(=C(C=CC1)NC=1N=CC=C2C=C(C=NC12)CN1CC(CC1)O)Cl